(1,3-dioxolane-2,2-diyl)bis(ethane-2,1-diyl-1,1-d2) bis(4-methylbenzenesulfonate) CC1=CC=C(C=C1)S(=O)(=O)OC(CC1(OCCO1)CC([2H])([2H])OS(=O)(=O)C1=CC=C(C=C1)C)([2H])[2H]